ClC=1C=CC=C2C=CN(C(C12)=O)C1=NNC(=C1)CF 8-chloro-2-(5-(fluoromethyl)-1H-pyrazol-3-yl)isoquinolin-1(2H)-one